O1COCC=C1 [1,3]Dioxine